6-chloro-3-(2,3-dichlorophenyl)-1-methylpyridin-2(1H)-one ClC1=CC=C(C(N1C)=O)C1=C(C(=CC=C1)Cl)Cl